O1C(COCC1)C(=O)N1CCC(=CC1)C#C[Si](C)(C)C (1,4-dioxan-2-yl)(4-((trimethylsilyl)ethynyl)-3,6-dihydropyridin-1(2H)-yl)methanone